4-(4-methyl-1,3-thiazol-2-yl)morpholine CC=1N=C(SC1)N1CCOCC1